BrCC(=O)C1=CC=C(S1)CCNC(OC(C)(C)C)=O tert-butyl (2-(5-(2-bromoacetyl)thiophen-2-yl)ethyl)carbamate